ClC1=C(C=CC=C1NC=1C=NC(=CC1)C)[C@@]1(CC(N(C(N1)=N)C1CC(C1)(C(C)C)O)=O)C (6S)-6-{2-Chloro-3-[(6-methyl-pyridin-3-yl)amino]phenyl}-3-(3-hydroxy-3-isopropylcyclobutyl)-2-imino-6-methyl-hexahydropyrimidin-4-one